4,4-dimethyl-1,2,3,4-Tetrahydronaphthalene-1-carboxylic acid CC1(CCC(C2=CC=CC=C12)C(=O)O)C